6-(dimethylamino)-3-iodoimidazo[1,2-a]pyridine-5-carbonitrile CN(C=1C=CC=2N(C1C#N)C(=CN2)I)C